ClC=1C=C(CNC2=NC(=CC3=CC=C(C=C23)C=2C(=NOC2C)C)N2CCN(CC2)CCN(C)C)C=CC1 N-(3-chlorobenzyl)-3-(4-(2-(dimethylamino)ethyl)piperazin-1-yl)-7-(3,5-dimethylisoxazol-4-yl)isoquinolin-1-amine